4,4-difluoro-2-(4-nitropyrazol-1-yl)butanoic acid FC(CC(C(=O)O)N1N=CC(=C1)[N+](=O)[O-])F